N[C@H](CCCOC1=CC=C(C(=C1CN1C2=NC=NC(=C2N=C1)N)Cl)Cl)CSC (R)-9-(6-((4-amino-5-(methylthio)pentyl)oxy)-2,3-dichlorobenzyl)-9H-purin-6-amine